NCC(=O)NC1C(CCCC1)C(=O)N 2-(glycinamido)cyclohexanecarboxamide